NC1=NC=CC=C1C1=NC=2C(=NC(=CC2)C2=CC=CC=C2)N1C1=CC=C(C=C1)C1CN(C1)C[C@H]1C[C@H](CC1)C(=O)O (1S,3R)-3-((3-(4-(2-(2-aminopyridin-3-yl)-5-phenyl-3H-imidazo[4,5-b]pyridin-3-yl)phenyl)azetidin-1-yl)methyl)cyclopentane-1-carboxylic acid